ClC=1C=2N(C(=C(C1)C(=O)O)C1=CC=CC=C1)C=NC2 8-chloro-5-phenylimidazo[1,5-a]pyridine-6-carboxylic acid